5-fluoro-4-(4-fluoro-1-isopropyl-1H-indazol-6-yl)-N-(5-(piperidin-4-yl)pyridin-2-yl)pyrimidin-2-amine FC=1C(=NC(=NC1)NC1=NC=C(C=C1)C1CCNCC1)C1=CC(=C2C=NN(C2=C1)C(C)C)F